2-[[5-(4-chloro-2-fluoro-phenyl)-3-methyl-triazol-4-yl]methyl]-5-(6-ethoxy-3-pyridyl)pyridazin-3-one ClC1=CC(=C(C=C1)C1=C(N(N=N1)C)CN1N=CC(=CC1=O)C=1C=NC(=CC1)OCC)F